3-(2-amino-1H-benzo[d]imidazol-6-yl)-N-isopentylbenzamide NC1=NC2=C(N1)C=C(C=C2)C=2C=C(C(=O)NCCC(C)C)C=CC2